4-methyl-4-nonanol CC(CCC)(CCCCC)O